C(#N)C1=CC(=C(COC2=CC=CC(=N2)C2=CC(N(C=C2)CC2=NC=3C(=NC(=CC3)C(=O)OC)N2C[C@H]2OCC2)=O)C=C1)F (S)-methyl 2-((6-((4-cyano-2-fluorobenzyl)oxy)-2'-oxo-[2,4'-bipyridin]-1'(2'H)-yl)methyl)-3-(oxetan-2-ylmethyl)-3H-imidazo[4,5-b]pyridine-5-carboxylate